C(C)(C)(C)C(=O)NC[C@@H](C(N1CCNCC1)=O)NC(OC(C)(C)C)=O tert-butyl [(2S)-3-[(tert-butylcarbonyl)amino]-1-oxo-1-(piperazin-1-yl)propan-2-yl]carbamate